C1(CCCC1)N1C(N(CC1)C1=CC(=C(N=N1)C(=O)NC([2H])([2H])[2H])NC1=C(C(=CC=C1)C1=NN(C=N1)C)OC)=O 6-(3-cyclopentyl-2-oxo-imidazolidin-1-yl)-4-[2-methoxy-3-(1-methyl-1,2,4-triazol-3-yl)anilino]-N-(trideuteriomethyl)pyridazine-3-carboxamide